N-(2-chloro-6-methylphenyl)-2-((6-(4-(4-(2,6-dioxopiperidin-3-yl)benzyl)piperazin-1-yl)-2-methylpyrimidin-4-yl)amino)thiazole-5-carboxamide ClC1=C(C(=CC=C1)C)NC(=O)C1=CN=C(S1)NC1=NC(=NC(=C1)N1CCN(CC1)CC1=CC=C(C=C1)C1C(NC(CC1)=O)=O)C